CSCCNC=1C=2N=CN([C@H]3[C@H](O)[C@H](O)[C@@H](CO)O3)C2N=C(N1)SCCC(F)(F)F N-[2-(methylthio)ethyl]-2-[(3,3,3-trifluoropropyl)thio]adenosine